1-(7-fluoro-1-methyl-6-(6-(piperidin-4-ylmethyl)-2,6-diazaspiro[3.3]heptan-2-yl)-1H-indazol-3-yl)dihydropyrimidine-2,4(1H,3H)-dione trifluoroacetate FC(C(=O)O)(F)F.FC=1C(=CC=C2C(=NN(C12)C)N1C(NC(CC1)=O)=O)N1CC2(C1)CN(C2)CC2CCNCC2